tert-Butyl 6-(2-(dimethylamino)ethoxy)-7-formamido-3,4-dihydroisoquinoline-2(1H)-carboxylate CN(CCOC=1C=C2CCN(CC2=CC1NC=O)C(=O)OC(C)(C)C)C